dimethyl-1-indenone CC1=C(C(C2=CC=CC=C12)=O)C